C1(=C(C=CC=C1)C1=CC(OC2=CC(=CC=C12)OC(C(=O)N1CC(CCC1)C(=O)O)C)=O)C 1-[2-[4-(o-tolyl)-2-oxo-chromen-7-yl]oxypropionyl]piperidine-3-carboxylic acid